ethyl 3-(methylthio)-1,2,4-triazine-6-carboxylate CSC=1N=NC(=CN1)C(=O)OCC